C1(=CC=CC=C1)C1=C(C=CC=C1)C1=CC=CC=C1 phenyl(biphenyl)